FC=1C(=CN2C1C(=NC(=C2)C)C)NC(=O)C2=CC=C(C1=CN(N=C21)C)N2CCNCC2 N-{8-fluoro-1,3-dimethylpyrrolo[1,2-a]pyrazin-7-yl}-2-methyl-4-(piperazin-1-yl)indazole-7-carboxamide